IC1=CNC2=NC=C(C=C21)C2=CC(=C(C(=C2)C)N2CCOCC2)C 4-(4-(3-Iodo-1H-pyrrolo[2,3-b]pyridin-5-yl)-2,6-dimethylphenyl)morpholine